C(CCC)C1(CN(C2=C(S(C1)(=O)=O)C=C(C(=C2)SC)CNC(C(=O)O)CC=2NC1=CC=CC=C1C2)C2=CC=CC=C2)CCCC 2-(((3,3-dibutyl-7-methylthio-1,1-dioxido-5-phenyl-2,3,4,5-tetrahydrobenzo[b][1,4]thiazepin-8-yl)methyl)amino)-3-(1H-indol-2-yl)propanoic acid